4-(3-Trifluoromethoxyphenyl)benzoic acid FC(OC=1C=C(C=CC1)C1=CC=C(C(=O)O)C=C1)(F)F